C(#N)C1=C(C(=C(C=C1CC)NC(=O)C1CC(CCC1C(C)C)C)CC)CC N-(4-cyanotriethylphenyl)-p-menthanecarboxamide